NC1=NN(C2=CC(=CC=C12)F)C([C@H](COC1=CC=C(C=C1)Br)C)=O (S)-1-(3-Amino-6-fluoro-1H-indazol-1-yl)-3-(4-bromophenoxy)-2-methylpropan-1-one